ClC=1C=C2CCN(CC2=CN1)C(=O)C1=NC2=C(N1)C(=CC=C2)C (6-Chloro-3,4-dihydro-2,7-naphthyridin-2(1H)-yl)(7-methyl-1H-benzo[d]imidazol-2-yl)methanone